N-ethyl-4-((2-(6-methoxypyridin-3-yl)-2,3-dihydrobenzo[b][1,4]dioxin-6-yl)methyl)pyridine-2-carboxamide C(C)NC(=O)C1=NC=CC(=C1)CC1=CC2=C(OC(CO2)C=2C=NC(=CC2)OC)C=C1